CC1=C(C=CC=C1C1=CC2=NC(=CC=C2O1)C=O)C1=CC=CC=C1 2-(2-Methylbiphenyl-3-yl)furo[3,2-b]pyridine-5-carbaldehyde